2,5-dioxol C1OC=CO1